(tert-butoxycarbonyl)-L-lysine methyl ester COC([C@@H](NC(=O)OC(C)(C)C)CCCCN)=O